(R)-N-methyl-prolyl alcohol CN1[C@H](CCC1)C(=O)O